hydroxyl(cyclooctadiene) rhodium(I) [Rh+].OC1=CC=CCCCC1